ClC1=NC=2N(C3=C1CCN3)N=CC2C(=O)N(C(=O)OC(C)(C)C)CC(C)OCC=2C=C(C(=NC2)OC)[N+](=O)[O-] 5-chloro-N-(2-((2-methoxy-3-nitropyridin-5-yl)methoxy)propyl)-N-Boc-7,8-dihydro-6H-pyrazolo[1,5-a]pyrrolo[3,2-e]pyrimidine-3-carboxamide